2-(7-((1-(methylsulfonyl)piperidin-4-yl)amino)-1-(piperidin-1-yl)-2,6-naphthyridin-3-yl)ethan-1-ol CS(=O)(=O)N1CCC(CC1)NC1=NC=C2C=C(N=C(C2=C1)N1CCCCC1)CCO